C[C@H]1[C@@H](C[C@H]([C@@H](O1)OCCCCCCCCCCC[C@H](CC(=O)O)O)O)OC(=O)C2=CNC3=CC=CC=C32 The molecule is an omega-hydroxy fatty acid ascaroside that is bhos#24 in which the hydroxy group at position 4 of the ascarylopyranose moiety has been has been converted to the corresponding 1H-indole-3-carboxylate ester. It is a metabolite of the nematode Caenorhabditis elegans. It has a role as a Caenorhabditis elegans metabolite. It is a 3-hydroxy carboxylic acid, a 4-O-(1H-indol-3-ylcarbonyl)ascaroside, an omega-hydroxy fatty acid ascaroside and a monocarboxylic acid. It derives from a bhos#24 and a (3R)-3,14-dihydroxymyristic acid.